[N+](=O)([O-])C=1C(=NC(=NC1O)SCCC)O 5-nitryl-2-(propylthio)pyrimidine-4,6-diol